COC=1C=C2C(=C(C=NC2=CC1)C(=O)N1CCC(CC1)C1=CC=CC=C1)N1CCC2(OCCO2)CC1 6-methoxy-4-(1,4-dioxa-8-azaspiro[4.5]decan-8-yl)quinolin-3-yl(4-phenylpiperidin-1-yl)methanone